3-methylpyridinium ethyl-sulfate C(C)OS(=O)(=O)[O-].CC=1C=[NH+]C=CC1